[3-[4-amino-7-(1H-pyrazol-5-yl)-[1,3]thiazolo[4,5-c]quinolin-2-yl]propyl]acetamide ethyl-(R)-3-methyl-6-((methylsulfonyl)oxy)hexanoate C(C)OC(C[C@@H](CCCOS(=O)(=O)C)C)=O.NC1=NC=2C=C(C=CC2C2=C1N=C(S2)CCCCC(=O)N)C2=CC=NN2